C1(CC1)[C@@H](C1=CC=2N(N=C1)C=C(N2)[C@@H](NC(=O)C=2C=NN(C2)CCC(F)(F)F)C2CCC(CC2)(F)F)NC(CCC(F)(F)F)=O |o1:3| N-((S)-(7-((S*)-Cyclopropyl(4,4,4-trifluorobutanamido)methyl)imidazo[1,2-b]pyridazin-2-yl)(4,4-difluorocyclohexyl)methyl)-1-(3,3,3-trifluoropropyl)-1H-pyrazole-4-carboxamide